ClC1=C(C(=CC=C1)OC)C1=C(C2=C(CN3[C@@H](CO2)CN(CC3)C(=O)OC(C)(C)C)C=C1OC1CC1)F tert-butyl (12aR)-9-(2-chloro-6-methoxyphenyl)-8-(cyclopropyloxy)-10-fluoro-3,4,12,12a-tetrahydro-6H-pyrazino[2,1-c][1,4]benzooxazepine-2(1H)-carboxylate